C1OCC12CCN(CC2)C(=O)OC(C)(C)C tert-butyl 2-oxa-7-azaspiro[3.5]nonane-7-carboxylate